CC1=CC=C(C=C1)C1(C(C(OC2=C1N(C=1C=CC=CC12)C)=O)C(F)(F)F)C1=CC=CC=C1 4-(4-methylphenyl)-5-methyl-4-phenyl-3-trifluoromethylindolopyranone